FC(C(=O)O)(F)F.CC=1C=CC=C2CCC(NC12)=O 8-methyl-3,4-dihydro-1H-quinolin-2-one trifluoroacetate